C[NH+](CCCNC(C(=C)C)=O)C Dimethyl(methacryloylaminopropyl)ammonium